F[P-](F)(F)(F)(F)F.N1(N=NC2=C1C=CC=C2)OC(=[N+](CC)CC)N(CC)CC O-(1H-benzotriazol-1-yl)-1,1,3,3-tetraethyluronium hexafluorophosphate